(R)-(4-(difluoromethyl)-2-(1-hydroxycyclopropyl)oxazol-5-yl)(4-(7-methylpyrazolo[1,5-a]pyridin-2-yl)-6,7-dihydro-1H-imidazo[4,5-c]pyridin-5(4H)-yl)methanone FC(C=1N=C(OC1C(=O)N1[C@H](C2=C(CC1)NC=N2)C2=NN1C(C=CC=C1C)=C2)C2(CC2)O)F